methyl 4-amino-7-morpholino-2-oxo-1-phenyl-1,2-dihydroquinoline-3-carboxylate NC1=C(C(N(C2=CC(=CC=C12)N1CCOCC1)C1=CC=CC=C1)=O)C(=O)OC